6-(1-(3-(1H-pyrazol-1-yl)propanoyl)-1,2,5,6-tetrahydropyridin-3-yl)-7-fluoro-4-(4,4,5,5-tetramethyl-1,3,2-dioxaborolan-2-yl)-1H-indole-2-carboxylic acid N1(N=CC=C1)CCC(=O)N1CC(=CCC1)C1=CC(=C2C=C(NC2=C1F)C(=O)O)B1OC(C(O1)(C)C)(C)C